4,7-dioxohexahydropyrazino[2,1-c][1,2,4]oxadiazine-1(6H)-carboxylate O=C1N2C(N(OC1)C(=O)[O-])CNC(C2)=O